C(CCC)OC(C=C)=O.C(C=CC)(=O)N=C=O butenoic acid, isocyanate butyl-acrylate